ClC1=CC(=CC2=C1N(C=N2)[C@@H]2C[C@@H](CCC2)NC(OC(C)(C)C)=O)F tert-butyl ((1R,3S)-3-(7-chloro-5-fluoro-1H-benzo[d]imidazol-1-yl)cyclohexyl)carbamate